N1(CCCCC1)C1=C2N=CNC2=NC=N1 6-(piperidin-1-yl)-9H-purine